4-((7-chloro-3-cyclohexyl-2,3-dihydro-1H-benzo[d]imidazol-1-yl)sulfonyl)-N,N-dimethylbenzenesulfonamide ClC1=CC=CC2=C1N(CN2C2CCCCC2)S(=O)(=O)C2=CC=C(C=C2)S(=O)(=O)N(C)C